3-chloro-N-[2,6-difluoro-4-[2-(5-fluoro-3-pyridyl)ethynyl]phenyl]benzenesulfonamide ClC=1C=C(C=CC1)S(=O)(=O)NC1=C(C=C(C=C1F)C#CC=1C=NC=C(C1)F)F